(3-(4-chloro-1H-pyrrolo[2,3-b]pyridin-2-yl)phenyl)-3-methoxypropanamide ClC1=C2C(=NC=C1)NC(=C2)C=2C=C(C=CC2)C(C(=O)N)COC